(2-methyl-6-(6-methyl-7-oxo-6,7-dihydro-1H-pyrrolo[2,3-c]pyridin-4-yl)-1-(3-(trifluoromethyl)-4-chlorobenzyl)-1H-benzo[d]imidazol-4-yl)ethylsulfonamide CC1=NC2=C(N1CC1=CC(=C(C=C1)Cl)C(F)(F)F)C=C(C=C2CCS(=O)(=O)N)C=2C1=C(C(N(C2)C)=O)NC=C1